6-((3S,4S)-4-Amino-3-methyl-2-oxa-8-azaspiro[4.5]decan-8-yl)-3-(S)-(2-chloro-3-(trifluoromethyl)phenyl)-2-methylpyrimidin-4(3H)-one TFA salt OC(=O)C(F)(F)F.N[C@@H]1[C@@H](OCC12CCN(CC2)C2=CC(N(C(=N2)C)C2=C(C(=CC=C2)C(F)(F)F)Cl)=O)C